N-(1,1'-biphenyl-2-yl)-N-(3'',5',5''-tri-tert-butyl-1,1':3',1''-terphenyl-4-yl)-9,9-dimethyl-9H-fluorene-2-amine C1(=C(C=CC=C1)N(C1=CC=2C(C3=CC=CC=C3C2C=C1)(C)C)C1=CC=C(C=C1)C1=CC(=CC(=C1)C(C)(C)C)C1=CC(=CC(=C1)C(C)(C)C)C(C)(C)C)C1=CC=CC=C1